1,2,3-tributylimidazolinium C(CCC)[NH+]1C(N(CC1)CCCC)CCCC